C(C)(=O)NCC(=O)N1[C@@H](CC(C1)O)C(=O)O N-(acetamidoacetyl)-4-hydroxyproline